1-iodo-4-((1s,4r)-4-propylcyclohexyl)benzene CCCC1CCC(CC1)C2=CC=C(C=C2)I